CC12CC3CC(C1)(CC(C3)(C2)N)C.Cl The molecule is a hydrochloride obtained by reaction of memantine with one equivalent of hydrochloric acid. A low to moderate affinity uncompetitive (open-channel); NMDA receptor antagonist which binds preferentially to the NMDA receptor-operated cation channels. It has a role as an antidepressant, an antiparkinson drug, a dopaminergic agent, a neuroprotective agent and a NMDA receptor antagonist. It contains a memantinium(1+).